ClC1=C(C=CC=C1C(F)(F)F)C1=CC=CC=C1 chloro-3-trifluoromethyl-1,1'-biphenyl